tert-butyl N-[2-[1-(2,6-dioxo-3-piperidyl)-3-methyl-2-oxo-benzimidazol-5-yl]methylcarbamoyloxylethyl]-N-methyl-carbamate O=C1NC(CCC1N1C(N(C2=C1C=CC(=C2)CNC(=O)OCCN(C(OC(C)(C)C)=O)C)C)=O)=O